1-((2-tridecyl-1,3-dioxolan-4-yl)methoxy)propan-2-ol C(CCCCCCCCCCCC)C1OCC(O1)COCC(C)O